(S)-1-(3-(4-Amino-3-((6-chloro-1-methyl-1H-benzo[d]imidazol-5-yl)ethynyl)-1H-pyrazolo[4,3-c]pyridin-1-yl)pyrrolidin-1-yl)prop-2-en-1-one NC1=NC=CC2=C1C(=NN2[C@@H]2CN(CC2)C(C=C)=O)C#CC2=CC1=C(N(C=N1)C)C=C2Cl